(2S,4R)-1-[(2S)-2-(4-cyclopropyltriazol-1-yl)-3,3-dimethyl-butanoyl]-4-hydroxy-N-[[2-[(4-methyl-1-piperidyl)sulfonylmethyl]phenyl]methyl]pyrrolidine-2-carboxamide C1(CC1)C=1N=NN(C1)[C@H](C(=O)N1[C@@H](C[C@H](C1)O)C(=O)NCC1=C(C=CC=C1)CS(=O)(=O)N1CCC(CC1)C)C(C)(C)C